BrC1=CC=CC2=C1N(C(=N2)C(F)(F)F)CCCNC 3-[7-bromo-2-(trifluoromethyl)benzimidazol-1-yl]-N-methyl-propan-1-amine